5-(benzo[c][1,2,5]oxadiazol-5-yl)-2-fluoro-4-(trifluoromethyl)aniline N=1ON=C2C1C=CC(=C2)C=2C(=CC(=C(N)C2)F)C(F)(F)F